(S)-1-amino-2-(1-(but-2-ynoyl)pyrrolidin-2-yl)-4-(4-((4-fluoropyridin-2-yl)carbamoyl)phenyl)-1H-imidazole-5-carboxamide NN1C(=NC(=C1C(=O)N)C1=CC=C(C=C1)C(NC1=NC=CC(=C1)F)=O)[C@H]1N(CCC1)C(C#CC)=O